O1C(CCCC1)O[C@@H](C)C=1N(C=CN1)CC1=NOC(=C1)C1=CC=C(C=C1)C#CC1=CC=C(CNCCC(=O)O)C=C1 3-((4-((4-(3-((2-((1S)-1-((tetrahydro-2H-pyran-2-yl)oxy)ethyl)-1H-imidazol-1-yl)methyl)isoxazol-5-yl)phenyl)ethynyl)benzyl)amino)propanoic acid